C(C1=CC=CC=C1)O[C@@H](CCOC[C@H](NC(=O)OCC1=CC=CC=C1)C(=O)O)C O-((R)-3-(benzyloxy)butyl)-N-((benzyloxy)carbonyl)-L-serine